((1R)-1-(5-benzyl-3-(((2,5-dichlorobenzyl)amino)methyl)-4,5-dihydroisoxazole-5-carboxamido)-3-Methylbutyl)boronic acid C(C1=CC=CC=C1)C1(CC(=NO1)CNCC1=C(C=CC(=C1)Cl)Cl)C(=O)N[C@@H](CC(C)C)B(O)O